C([O-])(O)=O.[Na+].ClC1=C(NC2=C(C=C(C=C12)F)C(=O)N)C 3-chloro-5-fluoro-2-methyl-1H-indole-7-carboxamide sodium bicarbonate